CN1C=NC(=C1)CC(=O)NC(=N)[C@H]1N2C(N([C@H](CC1)C2)OS(=O)(=O)O)=O.ClC2(C(C2C2=CC=C(C=C2)F)C(=O)N)Cl 2,2-dichloro-3-(4-fluorophenyl)cyclopropane-1-carboxamide (2S,5R)-2-(N-(2-(1-methyl-1H-imidazol-4-yl)acetyl)carbamimidoyl)-7-oxo-1,6-diazabicyclo[3.2.1]octan-6-yl-hydrogensulfate